3-(4-(3,8-diazabicyclo[3.2.1]octan-3-yl)-2-((tetrahydro-1H-pyrrolizin-7a(5H)-yl)methoxy)-5,8-dihydropyrido[3,4-d]pyrimidin-7(6H)-yl)-4-(trifluoromethyl)phenol C12CN(CC(CC1)N2)C=2C1=C(N=C(N2)OCC23CCCN3CCC2)CN(CC1)C=1C=C(C=CC1C(F)(F)F)O